C(C1=CC=CC=C1)OC1=CC(=C(C(=O)OC2=C(C(=C(C(=O)OCOC)C(=C2C)OCOC)C)Br)C(=C1)C)OC methoxymethyl 4-[4-(benzyloxy)-2-methoxy-6-methylbenzoyloxy]-3-bromo-6-(methoxymethoxy)-2,5-dimethylbenzoate